L-(+)-glutamic acid C(CC(=O)O)[C@@H](C(=O)O)N